ClC=1C=C(C=CC1OC(C)C)C=1C=C2CC(C(C2=CC1OC)NC(O[C@@H]1CN2CCC1CC2)=O)(C)C (S)-quinuclidin-3-yl (5-(3-chloro-4-isopropoxyphenyl)-6-methoxy-2,2-dimethyl-2,3-dihydro-1H-inden-1-yl)carbamate